2-((5-(4-ethylphenyl)-4H-1,2,4-triazol-3-yl)thio)-1-(4-fluorophenyl)propan-1-one C(C)C1=CC=C(C=C1)C=1NC(=NN1)SC(C(=O)C1=CC=C(C=C1)F)C